tert-Butyl-(6aR)-4-chloro-3-(2-fluoro-6-hydroxyphenyl)-12-oxo-1-(2-oxa-6-azaspiro[3.4]octan-6-yl)-6a,7,9,10-tetrahydro-6H-pyrazino[2,1-c]pyrido[3,4-f][1,4]oxazepine C(C)(C)(C)C1OC2=C(C(N3[C@@H]1CNCC3)=O)C(=NC(=C2Cl)C2=C(C=CC=C2O)F)N2CC3(COC3)CC2